tert-butyl (S)-2-(5-fluoro-2-(4-(piperidin-1-yl)-3-(1-((tetrahydrofuran-2-yl)methyl)-1H-indazole-3-carboxamido) benzamido) phenyl)acetate FC=1C=CC(=C(C1)CC(=O)OC(C)(C)C)NC(C1=CC(=C(C=C1)N1CCCCC1)NC(=O)C1=NN(C2=CC=CC=C12)C[C@H]1OCCC1)=O